[Si](C)(C)(C(C)(C)C)OCCN1N=C(C(=C1)[N+](=O)[O-])OC1CCOCC1 1-(2-((tert-butyldimethylsilyl)oxy)ethyl)-4-nitro-3-((tetrahydro-2H-pyran-4-yl)oxy)-1H-pyrazole